ClC=1C=C(C=C(C1)NS(=O)(=O)C)NC(=O)C1=CN(C(=C1)C1=NC=CC=C1O[C@H](C)C1=CC(=CC(=C1)C(F)(F)F)F)C N-(3-chloro-5-(methylsulfonamido)phenyl)-5-(3-((1R)-1-(3-fluoro-5-(trifluoromethyl)phenyl)ethoxy)pyridin-2-yl)-1-methyl-1H-pyrrole-3-carboxamide